N-(1-(2-fluorocyclopropyl)-2-oxo-1,2-dihydropyridin-3-yl)-7-isopropoxy-2-(1-(methoxymethyl)-2-oxabicyclo[2.1.1]hex-4-yl)imidazo[1,2-a]pyrimidine-6-carboxamide FC1C(C1)N1C(C(=CC=C1)NC(=O)C=1C(=NC=2N(C1)C=C(N2)C21COC(C2)(C1)COC)OC(C)C)=O